C(CCC)OCC1(CCCC1)CN(C1=C(C(=NC(=C1)C1=CC(=CC(=C1)C(F)(F)F)F)N)N)C N4-{[1-(Butoxymethyl)cyclopentyl]methyl}-6-[3-fluoro-5-(trifluoromethyl)phenyl]-N4-methylpyridin-2,3,4-triamine